ClC1=NC(=CC=C1\C=C\OCC)Cl 2,6-dichloro-3-[(E)-2-ethoxyvinyl]pyridine